5-hydroxy-1-phenyl-1H-benzo[g]indazol-3(2H)-one OC=1C=C2C(NN(C2=C2C1C=CC=C2)C2=CC=CC=C2)=O